NC1=C(C=C(C=N1)C=1C=C2N(N1)CC[C@]21CN(CC1)C(=O)NC1CCC1)OC(C)C1=CC=NN1C (3R)-2'-{6-amino-5-[1-(1-methyl-1H-pyrazol-5-yl)ethoxy]pyridin-3-yl}-N-cyclobutyl-5',6'-dihydro-1H-spiro[pyrrolidine-3,4'-pyrrolo[1,2-b]pyrazole]-1-carboxamide